C(C=C)(=O)OCCC(C(C)OC(F)(F)F)C 3-(acryloyloxyethyl)-2-trifluoromethyloxybutane